(S)-N-(2-((4-(1-Acetyl-2-methyl-1,2,3,4-tetrahydroquinolin-6-yl)phenyl)amino)-2-oxoethyl)-6-bromo-3-methyl-8-morpholinoimidazo[1,2-a]pyrazine-2-carboxamide C(C)(=O)N1[C@H](CCC2=CC(=CC=C12)C1=CC=C(C=C1)NC(CNC(=O)C=1N=C2N(C=C(N=C2N2CCOCC2)Br)C1C)=O)C